tert-Butyl 8-[2-oxo-3-(2-oxoazepan-3-yl)imidazo[4,5-b]pyridin-1-yl]octanoate O=C1N(C=2C(=NC=CC2)N1C1C(NCCCC1)=O)CCCCCCCC(=O)OC(C)(C)C